tert-butyl N-[2-nitro-4-(2,3,5,6-tetradeutero-4-fluoro-phenyl)phenyl]carbamate [N+](=O)([O-])C1=C(C=CC(=C1)C1=C(C(=C(C(=C1[2H])[2H])F)[2H])[2H])NC(OC(C)(C)C)=O